FC(C(=O)O)(F)F.CC=1C(NC=2C=C3C(=NC2C1)OCC[C@H]1N(C3)CCNC1)=O (R)-10-methyl-2,3,4,4a,5,6-hexahydro-1H,12H-pyrazino[1',2':5,6][1,5]oxazocino[2,3-b][1,5]naphthyridin-11(14H)-one 2,2,2-trifluoroacetate